FC(C(=O)O)(F)F.N1=CC(=CC=C1)O Pyridine-3-ol trifluoroacetate